3,3-dimethylmorpholine-4-carboxylic acid tert-butyl ester C(C)(C)(C)OC(=O)N1C(COCC1)(C)C